FC=1C=C(C(=C2N=CSC21)O)C(N2CCOCC2)C2=NC=C(C=C2)F 7-fluoro-5-((5-fluoropyridin-2-yl)(morpholino)methyl)benzo[d]thiazol-4-ol